7-propoxy-4,6-difluorodibenzo[b,D]thiophene C(CC)OC1=C(C2=C(C3=C(S2)C(=CC=C3)F)C=C1)F